tert-Butyl 4-(4,4,5,5-tetramethyl-1,3,2-dioxaborolan-2-yl)-2,3,7,8,10,10a-hexahydro-9H-isochromeno[1,8-cd]azepine-9-carboxylate CC1(OB(OC1(C)C)C1=C2CCOC3CN(CCC(=C32)C=C1)C(=O)OC(C)(C)C)C